Ferrocenium Acetate C(C)(=O)[O-].C1C=CC=C1.[CH-]1C=CC=C1.[Fe+2]